4-Cyano-N-[4-(3-cyanophenyl)-5-[2-(hydroxymethyl)-6-methyl-4-pyridyl]thiazol-2-yl]-4-(hydroxymethyl)piperidin-1-carboxamid C(#N)C1(CCN(CC1)C(=O)NC=1SC(=C(N1)C1=CC(=CC=C1)C#N)C1=CC(=NC(=C1)C)CO)CO